4-[5-(4-fluorophenyl)-6-isopropyl-1H-pyrrolo[2,3-f]indazol-7-yl]benzoic acid FC1=CC=C(C=C1)N1C(=C(C2=C1C=C1C=NNC1=C2)C2=CC=C(C(=O)O)C=C2)C(C)C